C(C)OC1OCC(CO1)O 2-ethoxy-1,3-dioxan-5-ol